COC1=CC2=CC3=C(C(OC3)=O)C(=C2C=C1OC)C1=CC(=CC=C1)N1CCCC1 6,7-dimethoxy-9-(3-(pyrrolidin-1-yl)phenyl)naphtho[2,3-c]furan-1(3H)-one